(S)-3-(5-(4-(3-(1-Methyl-1H-imidazol-4-yl)-4-((4-(trifluoromethyl)benzyl)amino)benzoyl)piperazin-1-yl)-1-oxoisoindolin-2-yl)piperidine-2,6-dione CN1C=NC(=C1)C=1C=C(C(=O)N2CCN(CC2)C=2C=C3CN(C(C3=CC2)=O)[C@@H]2C(NC(CC2)=O)=O)C=CC1NCC1=CC=C(C=C1)C(F)(F)F